methyl 2-benzoyl-4-cyclopropyl-2-azabicyclo[2.1.1]hexane-1-carboxylate C(C1=CC=CC=C1)(=O)N1C2(CC(C1)(C2)C2CC2)C(=O)OC